3-(((4-chloro-2,3,5,6-tetrafluorophenoxy)methyl)sulfonyl)-5-(chloromethyl)-5-methyl-4,5-dihydroisoxazole ClC1=C(C(=C(OCS(=O)(=O)C2=NOC(C2)(C)CCl)C(=C1F)F)F)F